1-(6-(3-methyl-4-(3-methyl-4-pyridinyl)-2-quinolinyl)-2,6-diazaspiro[3.4]octan-2-yl)-2-propen-1-one CC=1C(=NC2=CC=CC=C2C1C1=C(C=NC=C1)C)N1CC2(CN(C2)C(C=C)=O)CC1